2-Ethynyl-N-(1-(5-fluoropyrimidin-2-yl)-2-oxopyrrolidin-3-yl)-N-(3-methoxy-5-(trifluoromethoxy)phenyl)thiazole-4-carboxamide C(#C)C=1SC=C(N1)C(=O)N(C1=CC(=CC(=C1)OC(F)(F)F)OC)C1C(N(CC1)C1=NC=C(C=N1)F)=O